Methyl 6-[4-benzyloxy-6-fluoro-1-(4-fluoro-3-methyl-phenyl)-2-isopropyl-indol-3-yl]spiro[3.3]heptane-2-carboxylate C(C1=CC=CC=C1)OC1=C2C(=C(N(C2=CC(=C1)F)C1=CC(=C(C=C1)F)C)C(C)C)C1CC2(CC(C2)C(=O)OC)C1